C(C)(C)(C)OC(N(C)CCCCCCN)=O.CN1CCN(CC1)CCCC(=O)ON(CCCCCCCC\C=C/C\C=C/CCCCC)CCCCCCCC\C=C/C\C=C/CCCCC O-(4-(4-methylpiperazin-1-yl)butanoyl)-N,N-di((9Z,12Z)-octadeca-9,12-dien-1-yl)hydroxylamine tert-butyl-(6-aminohexyl)(methyl)carbamate